1-butyl-3-methylimidazoliumtrithiate C(CCC)N1C([N+](C(=C1)C([O-])=S)(C([O-])=S)C)C([O-])=S